1-(5-(4-fluoro-2-(2-(1,3,5-trimethyl-1H-pyrazol-4-yl)ethoxy)phenyl)-1-methyl-1H-indazol-3-yl)-N,N-dimethylmethanamine FC1=CC(=C(C=C1)C=1C=C2C(=NN(C2=CC1)C)CN(C)C)OCCC=1C(=NN(C1C)C)C